FC1(CC2(C1)CC(N(CC2)CC2=C1C=CNC1=C(C=C2OC)C)C2=CC=C(C(=O)N1CC(C1)C#N)C=C2)F 1-(4-(2,2-difluoro-7-((5-methoxy-7-methyl-1H-indol-4-yl)methyl)-7-azaspiro[3.5]nonan-6-yl)benzoyl)azetidine-3-carbonitrile